methyl (3S)-3-{(2S)-2-({N-[(4-ethoxy-1H-indol-2-yl)carbonyl]-L-leucyl}amino)-3-oxo-4-[(propanoyloxy)methoxy]butyl}-2-oxopyrrolidine-1-carboxylate C(C)OC1=C2C=C(NC2=CC=C1)C(=O)N[C@@H](CC(C)C)C(=O)N[C@@H](C[C@H]1C(N(CC1)C(=O)OC)=O)C(COCOC(CC)=O)=O